4'-bromomethyl-2-biphenyl-carboxylate BrCC1=CC=C(C=C1)C=1C(=CC=CC1)C(=O)[O-]